C(CCCCCCCCCCC)(=O)N[C@@H](CC(=O)O)C(=O)O.N(CCO)(CCO)CCO Triethanolamine N-lauroylaspartate